[7-Hydroxy-8-[(2-methoxyphenyl)azo]-2-naphthyl]trimethylammonium chloride [Cl-].OC1=CC=C2C=CC(=CC2=C1N=NC1=C(C=CC=C1)OC)[N+](C)(C)C